N,N-bis(3-methoxybenzyl)-5-((2-((3-methoxybenzyl)oxy)ethoxy)methyl)pyridin-2-amine COC=1C=C(CN(C2=NC=C(C=C2)COCCOCC2=CC(=CC=C2)OC)CC2=CC(=CC=C2)OC)C=CC1